BrC=1C=C(C=CC1)\C=C\C(=O)C1=C(C=C(C=C1OCOC)OCOC)O 3-Bromo-2'-hydroxy-4',6'-bis(methoxymethoxy)-trans-chalcone